ClC1=C(C(=CC=C1)Cl)N1N=C(C(=C1)NC1=CC=C(C=C1)C1=NC(=NN1C)C(F)(F)F)C(=O)N 1-(2,6-dichlorophenyl)-4-((4-(1-methyl-3-(trifluoromethyl)-1H-1,2,4-triazol-5-yl)phenyl)amino)-1H-pyrazole-3-carboxamide